(5S*,8R*)-8-(azidomethyl)-N-(2,4-dichlorobenzyl)-5-fluoro-8-hydroxy-5,6,7,8-tetrahydroquinoline-5-carboxamide N(=[N+]=[N-])C[C@@]1(CC[C@](C=2C=CC=NC12)(C(=O)NCC1=C(C=C(C=C1)Cl)Cl)F)O |o1:4,7|